Ethyl (3-((3-(benzo[d]thiazol-2-yl)-6-isopropyl-4,5,6,7-tetrahydrothieno[2,3-c]pyridin-2-yl)amino)-3-oxopropyl)glycinate S1C(=NC2=C1C=CC=C2)C2=C(SC=1CN(CCC12)C(C)C)NC(CCNCC(=O)OCC)=O